fluoro-4-[4-[[4-[(2-oxo-1H-benzo[cd]indol-6-yl)methyl]phenyl]methyl]piperazin-1-yl]benzonitrile FC1=C(C#N)C=CC(=C1)N1CCN(CC1)CC1=CC=C(C=C1)CC=1C=2C3=C(C(NC3=CC1)=O)C=CC2